C1(=CC=CC=C1)[Si](C=1C=C(C=C(C1)N1C2=CC=CC=C2C=2C=CC=CC12)N1C2=CC=CC=C2C=2C=CC=CC12)(C=1C=C(C=C(C1)N1C2=CC=CC=C2C=2C=CC=CC12)N1C2=CC=CC=C2C=2C=CC=CC12)C=1C=C(C=C(C1)N1C2=CC=CC=C2C=2C=CC=CC12)N1C2=CC=CC=C2C=2C=CC=CC12 9,9',9'',9''',9'''',9'''''-((phenylsilanetriyl)tris(benzene-5,3,1-triyl))hexakis(9H-carbazole)